1-isocyanato-4-nitro-benzene N(=C=O)C1=CC=C(C=C1)[N+](=O)[O-]